CN1C=C(C=CC1=O)C=1C=NC=C(C1)C1=CC=C(C=C1)N1C(CCC1)=O 1-methyl-5'-(4-(2-oxopyrrolidin-1-yl)phenyl)-[3,3'-bipyridin]-6(1H)-one